3-(bromomethyl)-1-methylpyrrolidin-2-one BrCC1C(N(CC1)C)=O